2,3-dihydroxypropyloctanoate OC(COC(CCCCCCC)=O)CO